methyl 4-methyl-6-nitro-3-oxo-3,4-dihydro-2H-benzo[b][1,4]oxazine-7-carboxylate CN1C2=C(OCC1=O)C=C(C(=C2)[N+](=O)[O-])C(=O)OC